cyclopenta[d][1,2]oxazol O1NC=C2C1=CC=C2